C=C\C=C/C[C@H]1[C@@H](CCCCCCCCCCC)O1 (3Z,9Z,6S,7R)-6,7-epoxy-octadecadiene